ClC=1N=C(NC1[C@H]1[C@H](CN(CC1)S(=O)(=O)C=CC(=O)NCC1(CC1)O)C)C1=NC=C(C=C1)F 3-[[(3R,4R)-4-[4-Chloro-2-(5-fluoro-2-pyridyl)-1H-imidazol-5-yl]-3-methyl-1-piperidyl]sulfonyl]-N-[(1-hydroxycyclopropyl)methyl]propenamide